NC=1C=2N(C=CN1)C(=NC2C2=CC=C(C=C2)C(C(F)(F)F)(C2=CC=CC=C2)O)[C@H]2CN1C(CC[C@@H]1CC2)=O (6R,8aS)-6-(8-amino-1-(4-(2,2,2-trifluoro-1-hydroxy-1-phenylethyl)phenyl)imidazo[1,5-a]pyrazin-3-yl)hexahydroindolizin-3(2H)-one